N-{4-[2-amino-5-(3,4-dimethoxyphenyl)pyridin-3-yl]phenyl}-5-(4-bromophenyl)-4-oxo-1-(tetrahydro-2H-pyran-4-ylmethyl)-1,4-dihydropyridine-3-carboxamide NC1=NC=C(C=C1C1=CC=C(C=C1)NC(=O)C1=CN(C=C(C1=O)C1=CC=C(C=C1)Br)CC1CCOCC1)C1=CC(=C(C=C1)OC)OC